(1RS,3SR)-5'-Bromo-4'-chloro-3-(3-(trifluoromethyl)-1H-pyrazol-1-yl)-1',2'-dihydrospiro[cyclopentane-1,3'-pyrrolo[2,3-b]pyridine] BrC=1C(=C2C(=NC1)NC[C@]21C[C@H](CC1)N1N=C(C=C1)C(F)(F)F)Cl |r|